CS(=O)(=O)N1C(COCC1)C(=O)N 4-methylsulfonyl-morpholine-3-carboxamide